C(C)(C)(C)OC(=O)N([C@H](C(=O)N[C@H](C(=O)N1[C@@H](CCC1)C(=O)OCC1=CC=CC=C1)C1CCCCC1)C)C (S)-Benzyl 1-((S)-2-((S)-2-(tert-butoxycarbonyl(methyl)amino)propanamido)-2-cyclohexylacetyl)pyrrolidine-2-carboxylate